5-((2-(4-((4-cyclopropyl-3-(hydroxymethyl)benzyl)amino)butoxy)ethyl)amino)benzo[c][2,6]naphthyridine C1(CC1)C1=C(C=C(CNCCCCOCCNC2=NC3=C(C4=CN=CC=C24)C=CC=C3)C=C1)CO